C1(=CC=CC=C1)N1CCNCC1 N-phenyl-piperazine